1-(3-((4,4-bis(((Z)-oct-5-en-1-yl)oxy)butanoyl)oxy)-2-(hydroxymethyl)propyl) 8-(3-butylnonyl) octanedioate C(CCCCCCC(=O)OCCC(CCCCCC)CCCC)(=O)OCC(COC(CCC(OCCCC\C=C/CC)OCCCC\C=C/CC)=O)CO